FC1=C(CC2=C3C(NC(C3=CC=C2)=O)=N)C=CC=C1 (2-fluorobenzyl)-3-iminoisoindolone